ClC1=C2C(=NC=C1OC=1C=NN3C1C=NC(=C3)NC)N=C(N2C)NC2=CC(=CC(=C2)C(F)(F)F)[C@@H]2N(CCC2)C (R)-7-chloro-1-methyl-6-((6-(methylamino)pyrazolo[1,5-a]pyrazin-3-yl)oxy)-N-(3-(1-methylpyrrolidin-2-yl)-5-(trifluoromethyl)phenyl)-1H-imidazo[4,5-b]pyridin-2-amine